FC=1C=C(C=NC1OC)CN1C2CN(CC1C2)C2=CC=C(C=N2)C=2C=1N(C=C(C2)OC[C@H](C)O)N=CC1C#N 4-(6-(6-((5-Fluoro-6-methoxypyridin-3-yl)methyl)-3,6-diazabicyclo[3.1.1]hept-3-yl)pyridin-3-yl)-6-((S)-2-hydroxypropoxy)pyrazolo[1,5-a]pyridine-3-carbonitrile